4-(benzhydryloxy)-1-methylpiperidine C(C1=CC=CC=C1)(C1=CC=CC=C1)OC1CCN(CC1)C